CC1(OB(OC1(C)C)C=1C=CC(=NC1)NC(OC(C)(C)C)=O)C tert-Butyl (5-(4,4,5,5-tetramethyl-1,3,2-dioxaborolan-2-yl)pyridin-2-yl)carbamate